5-((4-(6-(2-(benzylamino)-2-oxoethyl)pyridin-3-yl)phenoxy)methyl)-N-hydroxypyridinecarboxamide C(C1=CC=CC=C1)NC(CC1=CC=C(C=N1)C1=CC=C(OCC=2C=CC(=NC2)C(=O)NO)C=C1)=O